N1-(2,2,2-trifluoroethyl)cyclohexane-1,4-diamine hydrochloride Cl.FC(CNC1CCC(CC1)N)(F)F